tert-butyl 6-[1-(2-fluoro-4-nitro-phenyl)-4-piperidyl]-2-azaspiro[3.3]heptane-2-carboxylate FC1=C(C=CC(=C1)[N+](=O)[O-])N1CCC(CC1)C1CC2(CN(C2)C(=O)OC(C)(C)C)C1